3-((3-((1r,3s)-adamantan-1-yl)propanoyl)oxy)-2-(((((1-ethylpiperidin-3-yl)methoxy)carbonyl)oxy)methyl)propyl (9Z,12Z)-octadeca-9,12-dienoate C(CCCCCCC\C=C/C\C=C/CCCCC)(=O)OCC(COC(CCC12CC3CC(CC(C1)C3)C2)=O)COC(=O)OCC2CN(CCC2)CC